ClC=1C=NC(=C(C(=O)OC)C1)OC(F)F methyl 5-chloro-2-(difluoromethoxy)nicotinate